C(=O)C1=C(C=CC2=C1CCO2)C(=O)[O-] 4-formyl-2,3-dihydrobenzofuran-5-carboxylate